IC1=C(C2=C(S1)C(=CC(=C2)C(C)C)C#N)[2H] 2-Iodo-5-isopropylbenzo[b]thiophene-7-carbonitrile-3-d